8-(2-ethyl-3-methyl-3-pentyloxycarbonyl)-tetracyclo[4.4.0.12,5.17,10]-3-dodecene C(C)C(C)C(CC)(OC(=O)C1C2C3C4C=CC(C3C(C1)C2)C4)C